BrC1=CN=C2N1C=C(C(=C2)OC)S(=O)(=O)C(C)(C)C 3-bromo-7-methoxy-6-(2-methyl-propane-2-sulfonyl)-imidazo[1,2-a]-pyridine